(S)-5-(1-((R)-3,3-difluorocyclopentyl)-5-(3,5-dimethylisoxazol-4-yl)-1H-benzo[d]imidazol-2-yl)-1-(3,4-difluorophenyl)pyrrolidin-2-one FC1(C[C@@H](CC1)N1C(=NC2=C1C=CC(=C2)C=2C(=NOC2C)C)[C@@H]2CCC(N2C2=CC(=C(C=C2)F)F)=O)F